ClC=1N=CC=2C3=C(C(=NC2C1F)SC)C=C(N3C3C1CN(C3C1)C(=O)OC(C)(C)C)C tert-butyl (endo)-5-(7-chloro-6-fluoro-2-methyl-4-(methylthio)-1H-pyrrolo[3,2-c][1,6]naphthyridin-1-yl)-2-azabicyclo[2.1.1]hexane-2-carboxylate